ClC1(C(C1)C1=CC=CC2=CC=CC=C12)Cl 1-(2,2-dichloro-cyclopropyl)naphthalene